N1=C(N=C(C=C1)N)C=1C=NC=NC1 [2,5'-bipyrimidin]-4-amine